7-(2-((3a's,4'r,6's,6a'r)-4'-(4-amino-7H-pyrrolo[2,3-d]pyrimidin-7-yl)-6'-methyltetrahydro-4'H-spiro[cyclohexane-1,2'-cyclopenta[d][1,3]dioxol]-6'-yl)ethyl)-3-bromoquinolin-2-amine NC=1C2=C(N=CN1)N(C=C2)[C@@H]2C[C@]([C@H]1OC3(O[C@H]12)CCCCC3)(C)CCC3=CC=C1C=C(C(=NC1=C3)N)Br